2-(4-methoxypiperidin-1-yl)-5-nitropyridine COC1CCN(CC1)C1=NC=C(C=C1)[N+](=O)[O-]